N,N-diethyl-β-hexoxypropionamide C(C)N(C(CCOCCCCCC)=O)CC